N-((4-methoxy-6-methylpyrimidin-2-yl)carbamoyl)-6,7-dihydro-5H-pyrazolo[5,1-b][1,3]oxazine-3-sulfonamide COC1=NC(=NC(=C1)C)NC(=O)NS(=O)(=O)C=1C=NN2C1OCCC2